C1(CCC1)N1C(=NC2=C1C=CC=C2)C=2N(C(C(=C(N2)C(=O)NC=2C=NOC2)O)=O)C 2-(1-cyclobutyl-1H-benzo[d]imidazol-2-yl)-5-hydroxy-N-(isoxazol-4-yl)-1-methyl-6-oxo-1,6-dihydropyrimidine-4-carboxamide